(1R,3S,5S)-3-[[(3-fluoro-1-methylindole-5-yl)methyl]carbamoyl]-8-azabicyclo[3.2.1]octane-8-carboxylic acid tert-butyl ester C(C)(C)(C)OC(=O)N1[C@H]2CC(C[C@@H]1CC2)C(NCC=2C=C1C(=CN(C1=CC2)C)F)=O